bismuth ethyne C#C.[Bi]